(S)-1-(2-aminopyrimidin-5-yl)-3-(1-(5-fluoro-3-methylbenzofuran-2-yl)ethyl)urea NC1=NC=C(C=N1)NC(=O)N[C@@H](C)C=1OC2=C(C1C)C=C(C=C2)F